S(=O)(=O)(C1=CC=C(C)C=C1)NC(NC=1C=C(C=CC1)OS(=O)(=O)C1=CC=C(C=C1)C)=O 3-(3-tosylureido)phenyl-4-methylbenzenesulfonate